[Na].[Na].SN1SC(=CN1)S 2,5-dimercaptothiadiazole disodium salt